FC(CC(C(=O)OC)N1N=CC(=C1)[N+](=O)[O-])(F)F methyl 4,4,4-trifluoro-2-(4-nitropyrazol-1-yl)butanoate